(1r,2'S,4S)-4-(3-chloroanilino)-2'-{3-[(thieno[3,2-b]pyridin-7-yl)oxy]propyl}-2',3'-dihydrospiro[cyclohexane-1,1'-indene]-4-carboxylic acid ClC=1C=C(NC2(CCC3([C@H](CC4=CC=CC=C34)CCCOC3=C4C(=NC=C3)C=CS4)CC2)C(=O)O)C=CC1